C(CCCCCCCCCCCC(=O)N)CCCCCCCCCCCC(=O)N methylenebislauric acid amide